CSCN1CC(CC1)O [(METHYLSULFANYL)METHYL]PYRROLIDIN-3-OL